Cl.C[C@H]1CN(C[C@H](N1)C)C=1N=CC(=NC1)C=1C(=NN2C1C=C(C(=C2)OCC)C(=O)N)C (5-((3S,5R)-3,5-dimethylpiperazin-1-yl)pyrazin-2-yl)-6-ethoxy-2-methylpyrazolo[1,5-a]pyridine-5-carboxamide hydrochloride